N-(4-Chloro-3-methyl-5-isoxazolyl)-2-[(2-methyl-4,5-methylenedioxyphenyl)-acetyl]thiophene-3-sulfonamide ClC=1C(=NOC1NS(=O)(=O)C1=C(SC=C1)C(CC1=C(C=C2C(=C1)OCO2)C)=O)C